ClC=1C=NN2C1N=C(NC1=C2C=C(C=C1)C(=O)NCCF)C1=C(C=CC=C1F)F 3-chloro-5-(2,6-difluorophenyl)-N-(2-fluoroethyl)-6H-pyrazolo[1,5-a][1,3,5]benzotriazepine-9-carboxamide